methyl 2,2-dimethyl-6-methylenecyclohexane-1-carboxylate CC1(C(C(CCC1)=C)C(=O)OC)C